6-(methylcarbamoyl)-5-(trifluoromethyl)-3',6'-dihydro-[3,4'-bipyridine]-1'(2'h)-carboxylic acid tert-butyl ester C(C)(C)(C)OC(=O)N1CCC(=CC1)C=1C=NC(=C(C1)C(F)(F)F)C(NC)=O